CC/C=C\\C/C=C\\C/C=C\\C/C=C\\C/C=C\\CCCCCCCCCC(=O)SCCNC(=O)CCNC(=O)[C@@H](C(C)(C)COP(=O)([O-])OP(=O)([O-])OC[C@@H]1[C@H]([C@H]([C@@H](O1)N2C=NC3=C(N=CN=C32)N)O)OP(=O)([O-])[O-])O The molecule is a polyunsaturated fatty acyl-CoA(4-) obtained by deprotonation of the phosphate and diphosphate OH groups of (11Z,14Z,17Z,20Z,23Z)-hexacosapentaenoyl-CoA. It is a polyunsaturated fatty acyl-CoA(4-), an (11Z)-Delta(11)-fatty acyl-CoA(4-), a very long-chain acyl-CoA(4-) and a 3-substituted propionyl-CoA(4-). It is a conjugate base of an (11Z,14Z,17Z,20Z,23Z)-hexacosapentaenoyl-CoA.